COC=1C=C(C=CC1OC)C=1NC2=CC=C(C=C2C1C(C)C)OCCC1CCNCC1 2-(3,4-dimethoxyphenyl)-3-isopropyl-5-(2-(piperidin-4-yl)ethoxy)-1H-indole